COC1=CC=C(CNC=2C=3N(C4=CC(=CC=C4N2)C(=O)OC)N=NC3)C=C1 methyl 4-((4-methoxybenzyl) amino)-[1,2,3]triazolo[1,5-a]quinoxaline-8-carboxylate